(Z)-3-chloro-5-((4-hydroxy-1-(4-hydroxy-phenyl)-3-oxobutan-2-ylimino)methyl)phenyl 4-methylbenzoate CC1=CC=C(C(=O)OC2=CC(=CC(=C2)\C=N/C(CC2=CC=C(C=C2)O)C(CO)=O)Cl)C=C1